BrC=1C(=C(C(=O)N)C=CC1)C(F)(F)F 3-bromo-2-(trifluoromethyl)benzamide